(R)-2-amino-N-(2-oxo-2-((6-(trifluoromethoxy)benzo[d]thiazol-2-yl)amino)ethyl)propanamide N[C@@H](C(=O)NCC(NC=1SC2=C(N1)C=CC(=C2)OC(F)(F)F)=O)C